(3-((4-(4-chlorophenyl)-5-ethylthiazol-2-yl)amino)benzoyl)phenylalanine ClC1=CC=C(C=C1)C=1N=C(SC1CC)NC=1C=C(C(=O)N[C@@H](CC2=CC=CC=C2)C(=O)O)C=CC1